2-((6-(2-methyl-1-oxo-2,8-diazaspiro[4.5]decan-8-yl)-2-(pyridin-3-yl)pyrimidin-4-yl)amino)isonicotinonitrile CN1C(C2(CC1)CCN(CC2)C2=CC(=NC(=N2)C=2C=NC=CC2)NC=2C=C(C#N)C=CN2)=O